C[C@]1(C[C@]2(CN(C(O2)=O)C=2C=NC(=CC2C)N2CCOCC2)CCC1)CN1C=NC2=C1C=C(C=C2)C#N 1-(((5s,7s)-7-methyl-3-(4-methyl-6-morpholinopyridin-3-yl)-2-oxo-1-oxa-3-azaspiro[4.5]decan-7-yl)methyl)-1H-benzo[d]imidazole-6-carbonitrile